FC=1C(=NC=CC1)CNC(=O)C=1N=C(OC1)CCN1CC(C1)C1=NC2=C(N1CCOC)C=CC=C2 N-((3-fluoropyridin-2-yl)methyl)-2-(2-(3-(1-(2-methoxyethyl)-1H-benzo[d]imidazol-2-yl)azetidin-1-yl)ethyl)oxazole-4-carboxamide